N-[[6-(2-Cyclopentylethoxy)-2-pyridyl]sulfonyl]-2-(2,2,4-trimethylpyrrolidin-1-yl)pyridin-3-carboxamid C1(CCCC1)CCOC1=CC=CC(=N1)S(=O)(=O)NC(=O)C=1C(=NC=CC1)N1C(CC(C1)C)(C)C